C(C)O[Si](OC(C)(C)C)(OC1=CC=CC=C1)OCC diethoxyphenoxytertiary butyl-oxysilane